3-(1-Methyl-1H-imidazol-4-yl)-N-(2-(2-oxoethoxy)ethyl)-4-((5-(trifluoromethyl)pyridin-2-yl)amino)benzamide CN1C=NC(=C1)C=1C=C(C(=O)NCCOCC=O)C=CC1NC1=NC=C(C=C1)C(F)(F)F